1-(5-(1H-indol-4-yl)-4,5-dihydro-1H-pyrazol-1-yl)-2,2-dimethylpropan-1-one N1C=CC2=C(C=CC=C12)C1CC=NN1C(C(C)(C)C)=O